rel-(S)-1-(5-(difluoromethyl)-1,3,4-thiadiazol-2-yl)-4-(3-(methoxymethyl)piperazin-1-yl)-N-(1-methylcyclopropyl)-1H-benzo[d]imidazole-6-sulfonamide FC(C1=NN=C(S1)N1C=NC2=C1C=C(C=C2N2C[C@H](NCC2)COC)S(=O)(=O)NC2(CC2)C)F |o1:18|